C(C=C)(=O)NC(C(C)C)S(=O)(=O)O Acryloylamino-2-methylpropylsulfonic acid